1,3-bis(diphenylphosphino)-2-(diphenyl-phosphino)methyl-2-methylpropane C1(=CC=CC=C1)P(CC(CP(C1=CC=CC=C1)C1=CC=CC=C1)(C)CP(C1=CC=CC=C1)C1=CC=CC=C1)C1=CC=CC=C1